ClC1=CC=C2C(=C1)NC([C@]21N(C(C=2C1=C(N(C2)C=2C(=NC(=NC2)OC)OC)C(C)C)=O)C2=C(C=CC(=C2)Cl)F)=O (3S)-6-chloro-2'-(5-chloro-2-fluorophenyl)-5'-(2,4-dimethoxypyrimidin-5-yl)-6'-(propan-2-yl)-1,2,3',5'-tetrahydro-2'H-spiro[indole-3,1'-pyrrolo[3,4-c]pyrrole]-2,3'-dione